C(C)NCCCOC=1C(=C(C=CC1)C1=C(C(=CC=C1)NC=1N=CC=C2C=C(C=NC12)CN1C(CCCC1)CC(=O)O)C)C 1-((8-((3'-(3-(ethylamino)propoxy)-2,2'-dimethyl-[1,1'-biphenyl]-3-yl)amino)-1,7-naphthyridin-3-yl)methyl)piperidine-2-acetic acid